tert-butyl 4-[4-(4-{1-[(tert-butoxy)carbonyl]-1,2,3,6-tetrahydropyridin-4-yl}-3-fluorobenzamido)-2-chloro-3-fluorophenyl]-1,2,3,6-tetrahydropyridine-1-carboxylate C(C)(C)(C)OC(=O)N1CCC(=CC1)C1=C(C=C(C(=O)NC2=C(C(=C(C=C2)C=2CCN(CC2)C(=O)OC(C)(C)C)Cl)F)C=C1)F